3-{4-[(6-amino-4-pyrimidinyl)oxy]-2-ethylphenyl}-1-[4-fluoro-3-(trifluoromethyl)phenyl]-2,4-imidazolidinedione NC1=CC(=NC=N1)OC1=CC(=C(C=C1)N1C(N(CC1=O)C1=CC(=C(C=C1)F)C(F)(F)F)=O)CC